4-Chloro-N-(4-chloropyridin-3-yl)benzamide ClC1=CC=C(C(=O)NC=2C=NC=CC2Cl)C=C1